CC=1C=C(C=CC1C)C1CN(C1)C(=O)OC(C)(C)C tert-Butyl 3-(3,4-dimethylphenyl)azetidine-1-carboxylate